galactosyl-glucose C1([C@H](O)[C@@H](O)[C@@H](O)[C@H](O1)CO)C(=O)[C@H](O)[C@@H](O)[C@H](O)[C@H](O)CO